ClC1=C(C=2N(C=C1)C=NC2)CCC(=O)OCC ethyl 3-(7-chloroimidazo[1,5-a]pyridin-8-yl)propanoate